propyl-pentamethyldisiloxane potassium [K].C(CC)[Si](O[Si](C)(C)C)(C)C